benzyl ((S)-1-(4,4-difluorocyclohexyl)-2-((2-hydroxy-5-((S)-2-methoxy-1-((S)-2-oxo-4-(trifluoromethyl)imidazolidin-1-yl)ethyl)phenyl)amino)-2-oxoethyl)carbamate FC1(CCC(CC1)[C@@H](C(=O)NC1=C(C=CC(=C1)[C@@H](COC)N1C(N[C@@H](C1)C(F)(F)F)=O)O)NC(OCC1=CC=CC=C1)=O)F